(cis)-N-(2-oxo-3-(pyridine-4-yl)propyl)-3-(trifluoromethoxy)cyclobutene-1-carboxamide O=C(CNC(=O)C1=CC(C1)OC(F)(F)F)CC1=CC=NC=C1